O[C@@H]1CC[C@@]2([C@H]3CC[C@@]4([C@H](CC[C@H]4[C@@H]3CC[C@@H]2C1)[C@@H](CCC(=O)N[C@H](C(=O)N[C@H](C(=O)O)CC(C)C)C(C)C)C)C)C (S)-2-((S)-2-((R)-4-((3R,5R,8R,9S,10S,13R,14S,17R)-3-hydroxy-10,13-dimethyl-hexadecahydro-1H-cyclopenta[a]phenanthren-17-yl)pentanamido)-3-methylbutanamido)-4-methylpentanoic acid